(1R,3S)-3-(3-{[(6-meth-oxypyridin-3-yl)acetyl]-amino}-1H-pyrazol-5-yl)-cyclopentyl (2S,3R)-3-methoxy-2-methylazetidine-1-carboxylate CO[C@H]1[C@@H](N(C1)C(=O)O[C@H]1C[C@H](CC1)C1=CC(=NN1)NC(CC=1C=NC(=CC1)OC)=O)C